FC(C(=O)O)(F)F.N1C(NC(C2=CC=CC=C12)=O)=O quinazoline-2,4(1H,3H)-dione 2,2,2-trifluoroacetate